O=C1NC(CCC1C1=CC=C(C=C1)N1CCN(CC1)CC(=O)N1CCC(CC1)C=1N=C2N(C=C(C(=C2)OC(C)C)NC(=O)C2=NC(=CC=C2)C(F)(F)F)C1)=O N-[2-[1-[2-[4-[4-(2,6-dioxo-3-piperidyl)phenyl]piperazin-1-yl]acetyl]-4-piperidinyl]-7-isopropoxy-imidazo[1,2-a]pyridin-6-yl]-6-(trifluoromethyl)pyridine-2-carboxamide